(R)-1-ethyl-4-fluoro-N'-((2-methyl-3-phenyl-6,7-dihydro-5H-cyclopenta[b]pyridin-4-yl)carbamoyl)-1H-pyrazole-3-sulfonimidamide C(C)N1N=C(C(=C1)F)[S@@](=O)(N)=NC(NC1=C2C(=NC(=C1C1=CC=CC=C1)C)CCC2)=O